chlorodi(thien-3-yl)phosphine ClP(C1=CSC=C1)C1=CSC=C1